FC=1C=NC=C(C1N1CC(CC1)(C)NC([O-])=O)NCC=1C=C2N=CC=NC2=CC1 (1-(3-fluoro-5-((quinoxalin-6-ylmethyl)amino)pyridin-4-yl)-3-methylpyrrolidin-3-yl)carbamate